7-(2-((3-cyclopropyl-1-(piperidin-4-yl)-1H-pyrazol-4-yl)amino)-5-(trifluoromethyl)pyrimidin-4-yl)-4-methyl-3,4-dihydrothieno[2,3-f][1,4]thiazepin-5(2H)-one 1,1-dioxide C1(CC1)C1=NN(C=C1NC1=NC=C(C(=N1)C1=CC2=C(C(N(CCS2(=O)=O)C)=O)S1)C(F)(F)F)C1CCNCC1